ClC1=C(C=CC(=C1)Cl)C=1CCCC2=C(C1C1=C(C=C(C=C1F)N1CCC(CC1)C=O)F)C=CC(=C2)C(=O)O 8-(2,4-dichlorophenyl)-9-(2,6-difluoro-4-(4-formylpiperidin-1-yl)phenyl)-6,7-dihydro-5H-benzo[7]annulene-3-carboxylic acid